6-(2-hydroxy-prop-2-yl)-2-(1H-imidazol-1-yl)-N-(6-(trifluoromethyl)pyridin-3-yl)pyrimidine-4-carboxamide tert-butyl-(4-(5-cyclopropyl-6-methoxypyridin-2-yl)benzyl)carbamate C(C)(C)(C)N(C(O)=O)CC1=CC=C(C=C1)C1=NC(=C(C=C1)C1CC1)OC.OC(C)(C)C1=CC(=NC(=N1)N1C=NC=C1)C(=O)NC=1C=NC(=CC1)C(F)(F)F